4-(5-(1,2-dimethyl-1H-imidazol-5-yl)benzo[d]oxazol-2-yl)picolinic acid CN1C(=NC=C1C=1C=CC2=C(N=C(O2)C2=CC(=NC=C2)C(=O)O)C1)C